(R)-4-amino-7-fluoro-N-(thiazol-4-yl)-N-(5-(trifluoromethyl)-2,3-dihydro-1H-inden-1-yl)-1,3-dihydrofuro[3,4-c]quinolin-8-carboxamide NC1=NC=2C=C(C(=CC2C2=C1COC2)C(=O)N([C@@H]2CCC1=CC(=CC=C21)C(F)(F)F)C=2N=CSC2)F